2-propyl-4H-benzopyran-4-one C(CC)C=1OC2=C(C(C1)=O)C=CC=C2